CN(CCCOC1=NC=C(C=C1NS(=O)(=O)C1=NN(C=C1)C)C1=CC=2C3=C(C=NC2C=C1)N(C(C31CC1)=O)C)C N-(2-(3-(Dimethylamino)propoxy)-5-(3'-methyl-2'-oxo-2',3'-dihydrospiro[cyclopropane-1,1'-pyrrolo[2,3-c]quinolin]-8'-yl)pyridin-3-yl)-1-methyl-1H-pyrazole-3-sulfonamide